5-((S)-1-(((S)-tert-butylsulfinyl)amino)-3-methylbutyl)-N-hydroxythiophene-3-carboximidamide C(C)(C)(C)[S@](=O)N[C@@H](CC(C)C)C1=CC(=CS1)C(NO)=N